FC=1C=C(C=CC1)NC1=NC(=NC(=C1)C=1C=NC=CC1)C1CCCN2C(CCC12)=O (+/-)-8-(4-((3-fluorophenyl)amino)-6-(pyridin-3-yl)pyrimidin-2-yl)hexahydroindolizin-3(2H)-one